ethyl 2-methyl-2-[5-[(3R)-3-(tert-butoxycarbonylamino)-5-[(4-chlorophenyl)methyl]-8-fluoro-4-oxo-2,3-dihydro-1,5-benzothiazepin-7-yl]-1,3,4-oxadiazol-2-yl]propanoate CC(C(=O)OCC)(C)C=1OC(=NN1)C=1C(=CC2=C(N(C([C@H](CS2)NC(=O)OC(C)(C)C)=O)CC2=CC=C(C=C2)Cl)C1)F